N-(2-(7-oxo-4,5,6,7-tetrahydro-1H-indol-2-yl)phenyl)-4-(2-(piperidin-1-yl)ethoxy)benzamide O=C1CCCC=2C=C(NC12)C1=C(C=CC=C1)NC(C1=CC=C(C=C1)OCCN1CCCCC1)=O